methyl 5-bromo-1-ethylimidazole-4-carboxylate BrC1=C(N=CN1CC)C(=O)OC